N-hydroxy-5-(5-oxo-5,6-dihydro-11H-indolo[3,2-c]isoquinolin-11-yl)pentanoic acid amide ONC(CCCCN1C2=CC=CC=C2C=2NC(C3=CC=CC=C3C21)=O)=O